1,2-dimethoxyethane Potassium phosphate P(=O)([O-])([O-])[O-].[K+].COCCOC.[K+].[K+]